5-(Isopentenylaminomethyl)-2-thio-uridine C(CC(=C)C)NCC=1C(NC(N([C@H]2[C@H](O)[C@H](O)[C@@H](CO)O2)C1)=S)=O